3-(3,4-dihydro-2H-pyran-6-yl)-4-nitro-1-((2-(trimethylsilyl)ethoxy)methyl)-1H-pyrazole O1CCCC=C1C1=NN(C=C1[N+](=O)[O-])COCC[Si](C)(C)C